ferrocene platinum chloride [Pt](Cl)Cl.[CH-]1C=CC=C1.[CH-]1C=CC=C1.[Fe+2]